5-(oxetan-3-yloxy)-2-[[2-[2-oxo-3-(3-oxo-4H-pyrido[3,2-b][1,4]oxazin-6-yl)-1,3-oxazolidin-5-yl]ethylamino]methyl]-2,3-dihydro-1H-indene-4-carbonitrile O1CC(C1)OC1=C(C=2CC(CC2C=C1)CNCCC1CN(C(O1)=O)C=1C=CC=2OCC(NC2N1)=O)C#N